2-(1,4-dioxa-8-azaspiro[4.5]decan-8-yl)ethyl 4-(2-(3-(4-amino-1-(tert-butyl)-1H-pyrazolo[3,4-d]pyrimidin-3-yl)-5-cyclopropylisoxazol-4-yl)pyrimidin-5-yl)piperidine-1-carboxylate NC1=C2C(=NC=N1)N(N=C2C2=NOC(=C2C2=NC=C(C=N2)C2CCN(CC2)C(=O)OCCN2CCC1(OCCO1)CC2)C2CC2)C(C)(C)C